O1C=2C(OCC1COCCC(S(=O)(=O)[O-])C(C)C)=CSC2.[Na+] sodium 3-[(2,3-dihydrothieno[3,4-b]-[1,4]dioxin-2-yl) methoxy]-1-isopropyl-1-propanesulfonate